2-((3,5-bis(trifluoromethyl) phenyl)carbamoyl)-4-chlorophenyl dihydrogen phosphate P(=O)(OC1=C(C=C(C=C1)Cl)C(NC1=CC(=CC(=C1)C(F)(F)F)C(F)(F)F)=O)(O)O